(1R,2S,5S)-6,6-dimethyl-N-((S)-1-oxo-3-((S)-2-oxopyrrolidin-3-yl)propan-2-yl)-3-(2-(4-(trifluoromethoxy)phenoxy)acetyl)-3-azabicyclo[3.1.0]hexane-2-carboxamide CC1([C@H]2CN([C@@H]([C@@H]12)C(=O)N[C@H](C=O)C[C@H]1C(NCC1)=O)C(COC1=CC=C(C=C1)OC(F)(F)F)=O)C